BrC1=NC=CC(=C1F)NC(OC1=CC=CC=C1)=O phenyl (2-bromo-3-fluoropyridin-4-yl)carbamate